O(S(=O)(=O)O)C1=C(C(=O)C2=CC=CC=C2)C=CC=C1.[Na] sodium sulfoxybenzophenone